CN1C(=NN=C1)C=1C=NN(C1C1=CC(=CC=C1)[N+](=O)[O-])C 4-Methyl-3-[1-methyl-5-(3-nitrophenyl)pyrazol-4-yl]-1,2,4-triazole